1-[5-(benzamido)-2-pyridyl]-2-methyl-2-(4-methylpyrazol-1-yl)propan-1-one C(C1=CC=CC=C1)(=O)NC=1C=CC(=NC1)C(C(C)(N1N=CC(=C1)C)C)=O